2-fluoro-6-[(3,4,5-trimethoxybenzyl)amino]-9-(oxetan-2-yl)-9H-purine FC1=NC(=C2N=CN(C2=N1)C1OCC1)NCC1=CC(=C(C(=C1)OC)OC)OC